(3-(3-methoxy-4-nitrophenyl)isoxazol-5-yl)methanol COC=1C=C(C=CC1[N+](=O)[O-])C1=NOC(=C1)CO